2-(benzo[d]oxazol-2-ylmethyl)-6-(4-(difluoromethoxy)phenyl)pyridazine-3(2H)-one O1C(=NC2=C1C=CC=C2)CN2N=C(C=CC2=O)C2=CC=C(C=C2)OC(F)F